OC1SCC(N1)=O 2-hydroxy-4-thiazolidineone